ClC=1C(=CC(=C(C1)C1=CCN(CC1)C(=O)OC(C)(C)C)F)OC Tert-butyl 4-(5-chloro-2-fluoro-4-methoxyphenyl)-5,6-dihydropyridine-1(2H)-carboxylate